butyl (S)-2-(4-(dimethylamino)phenyl)propanethioate CN(C1=CC=C(C=C1)[C@@H](C(OCCCC)=S)C)C